FC=1C(=NC=CC1)C1(CCC1)CNC1=NC=C(C=N1)C(=O)NCC(=O)O 2-{[2-({[(3-fluoro-2-pyridyl)cyclobutyl]methyl}amino)pyrimidin-5-yl]carbonylamino}acetic acid